sucrose hexapalmitate CCCCCCCCCCCCCCCC(=O)OC[C@@H]1[C@H]([C@@H]([C@](O1)(COC(=O)CCCCCCCCCCCCCCC)O[C@@H]2[C@@H]([C@H]([C@@H]([C@H](O2)CO)O)OC(=O)CCCCCCCCCCCCCCC)OC(=O)CCCCCCCCCCCCCCC)OC(=O)CCCCCCCCCCCCCCC)OC(=O)CCCCCCCCCCCCCCC